perfluorononanoate FC(C(=O)[O-])(C(C(C(C(C(C(C(F)(F)F)(F)F)(F)F)(F)F)(F)F)(F)F)(F)F)F